C(CCCCCCCCCCC)(=O)NOONC(CCCCCCCCCCC)=O lauramido peroxide